NC1=C2N=CN(C2=NC(=N1)F)[C@H]1C[C@@H]([C@@](O1)(C#C)CO[P@](=O)(OC1=CC=CC=C1)N[C@@H](CC1=CC=CC=C1)C(=O)OCCCCCCCCCCCCCCCCCCCCCC)O Docosyl ((S)-(((2R,3S,5R)-5-(6-amino-2-fluoro-9H-purin-9-yl)-2-ethynyl-3-hydroxytetrahydrofuran-2-yl) methoxy)(phenoxy)phosphoryl)-L-phenylalaninate